BrC1=C2C(=C(NC2=C(C(=C1)OCC1=CC=C(C=C1)OC)C(=O)N)C)C 4-bromo-6-((4-methoxybenzyl)oxy)-2,3-dimethyl-1H-indole-7-carboxamide